tert-butyl 1-ethyl-6,6-dimethyl-3-(4-nitrobenzamido)-4,6-dihydropyrrolo[3,4-c]pyrazole-5(1H)-carboxylate C(C)N1N=C(C2=C1C(N(C2)C(=O)OC(C)(C)C)(C)C)NC(C2=CC=C(C=C2)[N+](=O)[O-])=O